O1[C@@H](COCC1)CC1C2=C(C(NC1)=O)C(=C(N2)C2=NC(=NC=C2)C)I 7-(((R)-1,4-dioxan-2-yl)methyl)-3-iodo-2-(2-methylpyrimidin-4-yl)-1,5,6,7-tetrahydro-4H-pyrrolo[3,2-c]pyridin-4-one